ethyl (3S)-3-amino-3-(4'-cyclopropyl-2,3',4-trifluoro-2',6'-dimethyl-5-(trifluoromethyl)-[1,1'-biphenyl]-3-yl)propanoate N[C@@H](CC(=O)OCC)C=1C(=C(C=C(C1F)C(F)(F)F)C1=C(C(=C(C=C1C)C1CC1)F)C)F